C(C)OC(C(F)(F)C1=C(C(=CC=C1)C(C)=O)C)=O 2-(3-acetyl-2-methylphenyl)-2,2-difluoroacetic acid ethyl ester